FC(CC1=C(NC2=CC=C(C=C12)C1CCN(CC1)C(CC(C)(C)O)=O)C=1C=C(C=2N(C1)C=CN2)F)F 1-(4-(3-(2,2-difluoroethyl)-2-(8-fluoroimidazo[1,2-a]pyridin-6-yl)-1H-indol-5-yl)piperidin-1-yl)-3-hydroxy-3-methylbutan-1-one